ClC1=C(C=CC(=C1OC=1C(=C2C(N(C=NC2=CC1)C)=O)C)F)NS(=O)(=O)N1C[C@@H](CC1)OC(F)F (R)-N-(2-chloro-3-((3,5-dimethyl-4-oxo-3,4-dihydroquinazolin-6-yl)oxy)-4-fluorophenyl)-3-(difluoromethoxy)pyrrolidine-1-sulfonamide